ClC1=NC=C(C(=N1)C=1C=C(C=2N(C1)C(=C(N2)C(C)C)C(CO)C(C)C)F)F 2-(6-(2-Chloro-5-fluoropyrimidin-4-yl)-8-fluoro-2-isopropylimidazo[1,2-a]pyridin-3-yl)-3-methylbutanol